Ethyl 3-[6-({5-[6-ethoxy-5-(trifluoromethyl)pyridin-3-yl]-7-({[1-(ethoxymethyl)cyclopentyl]methyl}(methyl)amino)-1H-imidazo[4,5-b]pyridin-2-yl} carbamoyl)pyridin-3-yl]propanoate C(C)OC1=C(C=C(C=N1)C1=CC(=C2C(=N1)N=C(N2)NC(=O)C2=CC=C(C=N2)CCC(=O)OCC)N(C)CC2(CCCC2)COCC)C(F)(F)F